CC1(C2C3C4CC(C(C3C(C1)C2)C4)CO)CO (2-methyldecahydro-1,4:5,8-dimethanonaphthalene-2,6-diyl)dimethanol